N-(3-hydroxy-2-methylbutan-2-yl)-3-(5'-(methylsulfonamido)spiro[cyclohexane-1,3'-indoline]-1'-carbonyl)benzenesulfonamide OC(C(C)(C)NS(=O)(=O)C1=CC(=CC=C1)C(=O)N1CC2(C3=CC(=CC=C13)NS(=O)(=O)C)CCCCC2)C